dithiocarboxyl-iron C(=S)(S)[Fe]